C(C)(C)(C)OC(=O)N1[C@@](C[C@@H](C1)N1CCCC2=CC(=CC(=C12)Br)Cl)(C)COC.C(C)(C)(C)P(C)C(C)(C)C di-t-butyl-(methyl)phosphine (2R,4S)-tert-butyl-4-(8-bromo-6-chloro-3,4-dihydroquinolin-1(2H)-yl)-2-(methoxymethyl)-2-methylpyrrolidine-1-carboxylate